pentacyclo[6.5.1.13,6.02,7.09,13]-pentadec-4,10-diene C12C3C4C=CC(C3C(C3C=CCC31)C2)C4